C/C(=C\\C=C\\C(=C\\C(=O)[O-])\\C)/C=C/C1=C(C(=O)CCC1(C)C)CO The molecule is a retinoid anion that is the conjugate base of all-trans-4-oxo-18-hydroxyretinoic acid, obtained by deprotonation of the carboxy group; major species at pH 7.3. It is a retinoid anion, an oxo monocarboxylic acid anion and a hydroxy monocarboxylic acid anion. It is a conjugate base of an all-trans-4-oxo-18-hydroxyretinoic acid.